C(C)(OCCN(CC)CC)([O-])[O-].[Na+].[Na+] sodium diethylaminoethyl orthoacetate